4-((4-methylpiperazin-1-yl)sulfonyl)aniline (S)-quinuclidin-3-yl-(2,2-dimethyl-5-(3-(methylthio)-5-(trifluoromethyl)phenyl)-2,3-dihydro-1H-inden-1-yl)carbamate N12CC(C(CC1)CC2)N(C(O)=O)[C@H]2C(CC1=CC(=CC=C21)C2=CC(=CC(=C2)C(F)(F)F)SC)(C)C.CN2CCN(CC2)S(=O)(=O)C2=CC=C(N)C=C2